tert-butyl 4-[2-[2-[2-[[3-(2-azatricyclo[10.4.0.04,9]hexadeca-1(12),4(9),5,7,13,15-hexaen-10-yn-2-yl)-3-oxo-propyl]carbamoyloxy]ethoxy]ethoxy]ethoxycarbonyloxy]benzoate C1=2N(CC=3C=CC=CC3C#CC2C=CC=C1)C(CCNC(=O)OCCOCCOCCOC(=O)OC1=CC=C(C(=O)OC(C)(C)C)C=C1)=O